(R)-1-(6-(2,3-dichlorophenyl)pyrido[2,3-b]pyrazin-2-yl)-3-methylpyrrolidin-3-amine ClC1=C(C=CC=C1Cl)C=1C=CC=2C(=NC=C(N2)N2C[C@@](CC2)(N)C)N1